C(=O)(OCC1C2=CC=CC=C2C2=CC=CC=C12)N1[C@@](CCC1)(C(=O)O)OC(C)(C)C N-Fmoc-4trans-tert-butoxyL-proline